C(#N)C=1N(C2=C(C=CC(=C2C1)OC)F)CCNC1=CC(=NC=N1)C1=CC(=C(S1)C(=O)O)OC(C)C 5-{6-[2-(2-Cyano-7-fluoro-4-methoxy-indol-1-yl)-ethylamino]-pyrimidin-4-yl}-3-isopropoxy-thiophene-2-carboxylic acid